ClC=1N=C(NC1Cl)C=1C=C(N)C=CC1 3-(4,5-dichloro-1H-imidazol-2-yl)aniline